N7-(thiophen-2-ylmethyl)guanosine 5'-diphosphate triethylammonium salt C(C)[NH+](CC)CC.P([O-])(=O)(OP(=O)([O-])[O-])OC[C@@H]1[C@H]([C@H]([C@@H](O1)N1C=[N+](C=2C(=O)NC(N)=NC12)CC=1SC=CC1)O)O.C(C)[NH+](CC)CC